C(C)(C)(C)C=1C=CC=2N(C=3C=C(C=C4N(C=5C=CC(=CC5B(C34)C2C1)C(C)(C)C)C1=CC=C(C=C1)C(C)(C)C)C1=CC(=CC(=C1)C(C)(C)C)C(C)(C)C)C1=CC=C(C=C1)C(C)(C)C 2,12-Di-tert-butyl-5,9-bis(4-(tert-butyl)phenyl)-7-(3,5-di-tert-butylphenyl)-5,9-dihydro-5,9-diaza-13b-boranaphtho[3,2,1-de]anthracene